2-(methyl(m-tolyl)carbamoyl)octahydro-4H-pyrrolo[3,2-b]pyridine-4-carboxylate CN(C(=O)C1CC2N(CCCC2N1)C(=O)[O-])C=1C=C(C=CC1)C